C(=O)C=1C=CC=[NH+]C1 5-formylpyridinium